C1(=CC=C(C=C1)N1C=2C=CC(=CC2B2C3=C(C=CC=C13)N(C=1C=CC=CC12)C1=CC=CC=C1)C1=CC=CC=C1)C1=CC=CC=C1 9-([1,1'-biphenyl]-4-yl)-5,12-diphenyl-5,9-dihydro-5,9-diaza-13b-bora-naphtho[3,2,1-de]anthracene